N1=NC=C(C=C1)S(=O)(=O)N pyridazine-4-sulfonamide